C12(CC(C1)C2)CN2N=CC=1C2=NC(=CN1)N1C[C@@H](C[C@@H](C1)COC=1C(=NC=CC1)C(F)(F)F)C 1-(Bicyclo[1.1.1]pentan-1-ylmethyl)-6-((3R,5S)-3-methyl-5-(((2-(trifluoromethyl)pyridin-3-yl)oxy)methyl)piperidin-1-yl)-1H-pyrazolo[3,4-b]pyrazine